ClC=1C(N(C(=CC1OC([2H])([2H])C1=NC=C(C=C1F)F)C)C1=CC(=NC=C1C)N1N=C(C=C1)S(=O)(=O)C)=O (R)-3-chloro-4-((3,5-difluoropyridin-2-yl)methoxy-d2)-5',6-dimethyl-2'-(3-(methylsulfonyl)-1H-pyrazol-1-yl)-2H-[1,4'-bipyridin]-2-one